C(C)(=O)N1C(N(CC1)[C@H]1C(=NN(C1)C(=O)N[C@H](C)C=1C=NC(=CC1)C(F)(F)F)C1=CC=C(C=C1)C)=O (R)-4-(3-acetyl-2-oxoimidazolidin-1-yl)-3-(4-methylphenyl)-N-((R)-1-(6-(trifluoromethyl)pyridin-3-yl)ethyl)-4,5-dihydro-1H-pyrazole-1-carboxamide